4-[6-[3-(3-methylphenyl)-1H-pyrazol-1-yl]-2-[2-(oxolan-2-yl)ethyl]pyrimidin-4-yl]morpholine CC=1C=C(C=CC1)C1=NN(C=C1)C1=CC(=NC(=N1)CCC1OCCC1)N1CCOCC1